PERFLUOROPHENYL TRANS-1-(5-CHLORO-2-METHOXY-4-(2-(TRIFLUOROMETHYL)CYCLOPROPYL)PHENYL)-2-OXO-1,2-DIHYDROQUINOLINE-6-SULFONATE ClC=1C(=CC(=C(C1)N1C(C=CC2=CC(=CC=C12)S(=O)(=O)OC1=C(C(=C(C(=C1F)F)F)F)F)=O)OC)[C@H]1[C@@H](C1)C(F)(F)F